N[C@@H](CC1=CC=C(C=C1)O)C(=O)N[C@@H](CCCCN)C(=O)O Tyrosyl-Lysine